OCC(C1=NC=CC=C1)NC(=O)C1=CC=2N(C3=NN(N=C3C2S1)C)C1=CC=C(C=C1)C(F)(F)F N-[2-hydroxy-1-(pyridin-2-yl)ethyl]-4-methyl-7-[4-(trifluoromethyl)-phenyl]-11-thia-3,4,5,7-tetraazatricyclo[6.3.0.02,6]undeca-1(8),2,5,9-tetraene-10-carboxamide